4-(4-chloro-2-cyclopropyl-8-fluoroquinolin-6-yl)piperazine-1-carboxylic acid tert-butyl ester C(C)(C)(C)OC(=O)N1CCN(CC1)C=1C=C2C(=CC(=NC2=C(C1)F)C1CC1)Cl